7,8,9,10-Tetrahydro-3-pentyl-6,6,10-trimethyl-6H-dibenzo(b,d)pyran-1-ol C(CCCC)C=1C=C(C2=C(OC(C3=C2C(CCC3)C)(C)C)C1)O